C(#N)[C@H]1CN(CCC1)C1CCN(CC1)C(CN1N=C(C(=C1)NC(=O)C=1C=NN2C1N=CC=C2)C2=C(C=CC(=C2)SC)OC(F)F)=O N-[1-[2-[4-[(3R)-3-cyano-1-piperidyl]-1-piperidyl]-2-oxo-ethyl]-3-[2-(difluoromethoxy)-5-methylsulfanyl-phenyl]pyrazol-4-yl]pyrazolo[1,5-a]pyrimidine-3-carboxamide